(3-([1,2,4]triazolo[1,5-a]pyridin-7-yl)-1H-pyrrolo[2,3-b]pyridin-5-yl)(4-methylpiperazin-1-yl)methanone N=1C=NN2C1C=C(C=C2)C2=CNC1=NC=C(C=C12)C(=O)N1CCN(CC1)C